7-((4-methylbenzyl)oxy)-1,2,3,4-tetrahydroisoquinoline CC1=CC=C(COC2=CC=C3CCNCC3=C2)C=C1